C1(CCCCC1)N[Si](C)(C)C cyclohexylamino-trimethyl-silane